ClC=1C(=C(C=CC1OCCN1CCN(CC1)C)C1=C(SC=2N=CN=C(C21)O[C@@H](C(=O)OCC)CC2=C(C=CC=C2)OCC2=NC(=NC=C2)C2=C(C=CC=C2)OC)I)C ethyl (2R)-2-[5-[3-chloro-2-methyl-4-[2-(4-methylpiperazin-1-yl)ethoxy]phenyl]-6-iodo-thieno[2,3-d]pyrimidin-4-yl]oxy-3-[2-[[2-(2-methoxyphenyl)pyrimidin-4-yl]methoxy]phenyl]propanoate